1-(4-(2-((dimethylamino)methyl)-3-(3-fluorophenyl)-1H-pyrrolo[2,3-b]pyridin-5-yl)benzyl)piperidin-3-ol CN(C)CC1=C(C=2C(=NC=C(C2)C2=CC=C(CN3CC(CCC3)O)C=C2)N1)C1=CC(=CC=C1)F